4-(2-oxo-1,2,4,5-tetrahydro-3H-1,3-benzodiazepin-3-yl)piperidine-1-carboxamide O=C1NC2=C(CCN1C1CCN(CC1)C(=O)N)C=CC=C2